(1R)-N-[2-(Benzyloxy)Ethyl]-1-(4-Cyclopropyl-3,5-Dimethoxyphenyl)Ethan-1-Amine Hydrochloride Cl.C(C1=CC=CC=C1)OCCN[C@H](C)C1=CC(=C(C(=C1)OC)C1CC1)OC